tert-butyl 4-(4-((2,4-dioxotetrahydropyrimidin-1(2H)-yl)methyl)-2,5-difluorophenyl)piperidine-1-carboxylate O=C1N(CCC(N1)=O)CC1=CC(=C(C=C1F)C1CCN(CC1)C(=O)OC(C)(C)C)F